2,2-dimethyl-3-oxopiperidine-1-carboxylate CC1(N(CCCC1=O)C(=O)[O-])C